FC=1C=C2C(=CNC2=CC1)CCN(CCC)C(C)C N-(2-(5-fluoro-1H-indol-3-yl)ethyl)-N-isopropylpropan-1-amine